5-bromo-N-(7-chloro-2-hydrazinyl-quinazolin-4-yl)-N-methylthiazol-2-amine BrC1=CN=C(S1)N(C)C1=NC(=NC2=CC(=CC=C12)Cl)NN